tert-butyl 3-(4-methoxy-3-(methoxycarbonyl)phenyl)pyrrolidine-1-carboxylate COC1=C(C=C(C=C1)C1CN(CC1)C(=O)OC(C)(C)C)C(=O)OC